FC1=CC=C(C=C1)C=1N=CN(C1C1=CC(=NC=C1)NC(C1=CC=CC=C1)=O)CC(=O)N1CC2(COC2)C1 N-{4-[4-(4-fluorophenyl)-1-(2-{2-oxa-6-azaspiro[3.3]heptan-6-yl}-2-oxoethyl)-1H-imidazol-5-yl]pyridin-2-yl}benzamide